3-(4-((4-(2-(azepan-1-yl)ethyl)benzyl)thio)-1-oxoisoindolin-2-yl)piperidine-2,6-dione N1(CCCCCC1)CCC1=CC=C(CSC2=C3CN(C(C3=CC=C2)=O)C2C(NC(CC2)=O)=O)C=C1